N-(3-fluoro-4-(1,2,3,6-tetrahydropyridin-4-yl)phenyl)-4-(1,2,3,6-tetrahydropyridin-4-yl)-3-(trifluoromethyl)benzamide FC=1C=C(C=CC1C=1CCNCC1)NC(C1=CC(=C(C=C1)C=1CCNCC1)C(F)(F)F)=O